CC1(NC(CN1)(C)C)C 2,2,5,5-tetramethylimidazolidin